CC1(OB(OC1(C)C)C1=C2CNC(C2=CC=C1)=O)C 4-(4,4,5,5-Tetramethyl-1,3,2-dioxaborolan-2-yl)-2,3-dihydro-1H-isoindol-1-one